C1(CCCCC1)C(=O)ON1C[C@@H](CC1)OC1=CC(=CC=C1)Cl.[Li] lithium 1-[(3R)-3-(3-chlorophenoxy) pyrrolidin-1-yl] cyclohexane-1-carboxylate